(3aR,5R,6S,6aR)-6-(benzyloxy)-5-[(benzyloxy)methyl]-2,2-dimethyl-dihydro-3aH-furo[2,3-d][1,3]dioxole-5-carbaldehyde C(C1=CC=CC=C1)O[C@@H]1[C@@](O[C@@H]2OC(O[C@@H]21)(C)C)(C=O)COCC2=CC=CC=C2